o-(ethyltolylphosphino)benzoic acid C(C)P(C1=C(C(=O)O)C=CC=C1)C1=C(C=CC=C1)C